BrC1=CC2=C(C(=N1)NC1=C(C=NC=C1)F)N(C=N2)[C@@H](C)CC (S)-6-bromo-3-(sec-butyl)-N-(3-fluoropyridin-4-yl)-3H-imidazo[4,5-c]pyridin-4-amine